chlorobenzothiazine tert-butyl-(S)-8-amino-7-cyano-1,2,4a,5-tetrahydrobenzo[b]pyrazino[1,2-d][1,4]oxazine-3(4H)-carboxylate C(C)(C)(C)OC(=O)N1C[C@@H]2N(C3=C(OC2)C(=C(C=C3)N)C#N)CC1.ClC=1NSC3=C(C1)C=CC=C3